C(C=C)(=O)N1[C@H]2CN([C@@H](C1)C2)C2=CC=C(C=C2)C=2C=1N(C=C(C2)C=2C=NN(C2)C)N=CC1C#N 4-(4-((1R,4R)-5-propenoyl-2,5-diazabicyclo[2.2.1]heptan-2-yl)phenyl)-6-(1-methyl-1H-pyrazol-4-yl)pyrazolo[1,5-a]pyridine-3-carbonitrile